FC(C(=O)O)(F)F.NC(CNC(=O)NC1=NC=2N(C=C1)N=C(C2C2=CC(=NC(=C2)C)Cl)C2=CC(=CC=C2)C#N)(C)C 1-(2-amino-2-methyl-propyl)-3-[3-(2-chloro-6-methyl-4-pyridyl)-2-(3-cyanophenyl)pyrazolo[1,5-a]pyrimidin-5-yl]urea trifluoroacetate